C(=O)(OC(C)(C)C)NC(C(=O)O)CCCCCCCC N-Bocaminodecanoic acid